5,6-diamino-3-(2H3)methyluracil NC=1C(N(C(NC1N)=O)C([2H])([2H])[2H])=O